N,N-dimethyl-3-octadecyloxypropylamine CN(C)CCCOCCCCCCCCCCCCCCCCCC